CC(C)=C=C 2-methyl-but-2-eneene